5-(2-isopropoxy-3-pyridinyl)-1-isopropyl-3-methyl-N-[(1-methylpyrazol-4-yl)methyl]pyrazolo[4,3-b]pyridin-7-amine C(C)(C)OC1=NC=CC=C1C1=CC(=C2C(=N1)C(=NN2C(C)C)C)NCC=2C=NN(C2)C